N-[(3S,4R)-3-fluoro-1-methylpiperidin-4-yl]-2-{3-[(4-methane-sulfonyl-2-methoxy-phenyl)amino]prop-1-yn-1-yl}-1-(2,2,2-trifluoroethyl)-1H-indol-4-amine F[C@H]1CN(CC[C@H]1NC=1C=2C=C(N(C2C=CC1)CC(F)(F)F)C#CCNC1=C(C=C(C=C1)S(=O)(=O)C)OC)C